nickel (2-ethylhexyl) phosphinate [PH2](OCC(CCCC)CC)=O.[Ni]